NC1(CC=C(C=C1)O)C1=CC(=C(C=C1)O)N 1,3'-diamino-4,4'-dihydroxybiphenyl